CC=1C(=C(C(=C(C(=O)O)C1)C)Cl)Cl.C(CC(C)C)(=O)NCC(=O)O isovaleryl-glycine methyl-3,4-dichloro-2-methylbenzoate